N-(3,3-difluoropiperidin-4-yl)-2-methyl-5-(pyridazin-3-ylmethoxy)benzofuran-3-carboxamide FC1(CNCCC1NC(=O)C1=C(OC2=C1C=C(C=C2)OCC=2N=NC=CC2)C)F